NC=1SC(=CN1)C=1C=NC=CC1 2-amino-5-(3-pyridinyl)-1,3-thiazole